(4'-([1,1'-biphenyl]-4-yl-(phenyl)amino)-[1,1'-biphenyl]-4-yl)boronic acid C1(=CC=C(C=C1)N(C1=CC=C(C=C1)C1=CC=C(C=C1)B(O)O)C1=CC=CC=C1)C1=CC=CC=C1